4-(3-cyclopropyl-1-(2-methyl-2H-tetrazol-5-yl)prop-2-yn-1-yl)piperazine-1-carboxylic acid tert-butyl ester C(C)(C)(C)OC(=O)N1CCN(CC1)C(C#CC1CC1)C=1N=NN(N1)C